C(C)(C)(C)OC(=O)N1[C@@H](CCC1=O)CN1CCC2(CC2(F)F)CC1 (S)-2-((1,1-difluoro-6-azaspiro[2.5]octan-6-yl)methyl)-5-oxopyrrolidin-1-carboxylic acid t-butyl ester